dicyclohexylphosphino-2,4,6-tri-i-propyl-1,1-biphenyl C1(CCCCC1)P(C1CCCCC1)C=1C(=C(C(=CC1C(C)C)C(C)C)C1=CC=CC=C1)C(C)C